methyl 2-[6-[2-(4-chloro-2-fluorophenyl)-2-methyl-1,3-benzodioxol-4-yl]-6-azaspiro[2.5]oct-1-yl]-1-(2-methoxyethyl)-1H-benzimidazole-6-carboxylate ClC1=CC(=C(C=C1)C1(OC2=C(O1)C=CC=C2N2CCC1(CC1C1=NC3=C(N1CCOC)C=C(C=C3)C(=O)OC)CC2)C)F